7-benzyl-N-(4-chlorobenzyl)-1-isobutyloctahydro-6H-3,6-methanopyrrolo[3,2-c]pyridine-6-carboxamide C(C1=CC=CC=C1)C1C2C3CNC1(CC3CN2CC(C)C)C(=O)NCC2=CC=C(C=C2)Cl